NC1CC(CC1)C(=O)OC methyl 3-aminocyclopentanecarboxylate